(4,6-bis(heptadecan-9-yloxy)-1,3,5-triazin-2-yl)hexane-1,6-diamine CCCCCCCCC(CCCCCCCC)OC1=NC(=NC(=N1)OC(CCCCCCCC)CCCCCCCC)C(CCCCCN)N